NC1=CC(=NC=N1)NC=1C=C(C=2N(C1)C(NC2)(C)C)C 6-((6-aminopyrimidin-4-yl)amino)-3,3,8-trimethyl-2,3-dihydroimidazo[1,5-a]Pyridine